FC1=C(C(=O)Cl)C=CC=C1N(C(C1=CC=CC=C1)=O)CC1CC1 2-fluoro-3-[N-(cyclopropylmethyl)benzamido]benzoyl chloride